OC1[C@H](OC(C2=C(C(=CC=C12)C(=O)N[C@H](C(=O)O)CC1=CC=CC=C1)O)=O)C (2S)-2-[[(3R)-4,8-dihydroxy-3-methyl-1-oxo-3,4-dihydroisochromene-7-carbonyl]amino]-3-phenylpropionic acid